O1N=CC=2C1=NC=NC2 Isoxazolo[5,4-d]pyrimidine